FC=1C(=NC(=NC1)NC1=NC=C(C=C1)C1CCN(CC1)C)C1=CC=2C(N(CC3(C2S1)CC(CC3)=O)C)=O 2'-(5-Fluoro-2-((5-(1-methylpiperidin-4-yl)pyridin-2-yl)amino)pyrimidin-4-yl)-5'-methyl-5',6'-dihydro-4'H-spiro[cyclopentane-1,7'-thieno[3,2-c]pyridin]-4'-oneON